1-{5-fluoro-2-hydroxy-4-[(4-methoxyphenyl)methoxy]phenyl}ethan-1-one FC=1C(=CC(=C(C1)C(C)=O)O)OCC1=CC=C(C=C1)OC